ethyl 2-{1-[2-(benzyloxy)-2-oxoethyl]cyclobutyl}acetate C(C1=CC=CC=C1)OC(CC1(CCC1)CC(=O)OCC)=O